N1=CN=C(C=C1)C#N 4-pyrimidine-carbonitrile